(S)-N-(2-(2-(3-chloro-4-((3,5-difluoropyridin-2-yl)methoxy-d2)-5',6-dimethyl-2-carbonyl-2H-[1,4'-bipyridine]-2'-yl)thiazol-4-yl)propan-2-yl)acetamide ClC=1C(N(C(=CC1OC([2H])([2H])C1=NC=C(C=C1F)F)C)C1=CC(=NC=C1C)C=1SC=C(N1)C(C)(C)NC(C)=O)=C=O